N[C@@H]([C@@H](C1=CC=CC=C1)NS(=O)(=O)C1=CC=CC=C1)C1=CC=CC=C1 N-[(1R,2R)-2-amino-1,2-diphenylethyl]benzenesulfonamide